FC(OC1=CC=C(C=C1)C1=CC=NC2=CC=CC=C12)(F)F 4-(4-(trifluoromethoxy)phenyl)quinoline